C(#N)C=1C(=C(N(C1)C)C(=O)OCC)C Ethyl 4-Cyano-1,3-dimethyl-1H-pyrrole-2-carboxylate